CC(C)(C)CNCCCCCCNCCCCOCC1=CC=CC=C1 2-methylpropan-2-yl[(1-phenyl-7-aza-2-oxatridec-13-yl)amino]methane